3-phenylhydrazonopentane-2,4-dione C1(=CC=CC=C1)NN=C(C(C)=O)C(C)=O